tri(4-methoxyphenyl)phosphine COC1=CC=C(C=C1)P(C1=CC=C(C=C1)OC)C1=CC=C(C=C1)OC